methyl-undecanone CCC(CCCCCCCCC)=O